10-(4-fluorobenzoyl)-6,8,9-trifluoro-1,2,3,4-tetrahydropyrido[4',3':4,5]pyrrolo[1,2-a]pyrimidine FC1=CC=C(C(=O)C=2C3=C(N4C2NCCC4)C(=NC(=C3F)F)F)C=C1